1-((4-(4-((3-(3,6-difluoropyridin-2-yl)-1-((1r,4r)-4-ethoxycyclohexyl)-1H-pyrazol-4-yl) carbamoyl) thiazol-2-yl)-1H-pyrazol-1-yl) methyl) 4-methyl L-aspartate N[C@@H](CC(=O)OC)C(=O)OCN1N=CC(=C1)C=1SC=C(N1)C(NC=1C(=NN(C1)C1CCC(CC1)OCC)C1=NC(=CC=C1F)F)=O